ClC1=C(C=C(C=C1)B(O)O)C(NCC)=O 4-CHLORO-3-(ETHYLCARBAMOYL)PHENYLBORONIC ACID